1-[(1S,4S)-5-[4-[2,3-difluoro-4-[[(3S)-tetrahydrofuran-3-yl]methoxy]anilino]-7-fluoro-pyrido[3,2-d]pyrimidin-6-yl]-2,5-diazabicyclo[2.2.1]heptan-2-yl]prop-2-en-1-one FC1=C(NC=2C3=C(N=CN2)C=C(C(=N3)N3[C@@H]2CN([C@H](C3)C2)C(C=C)=O)F)C=CC(=C1F)OC[C@@H]1COCC1